ClC=1C=C2CN(C(C2=C(C1)C)=O)C1C(NC(CC1)=O)=O 3-(5-chloro-7-methyl-1-oxoisoindolin-2-yl)piperidine-2,6-dione